N1(CCNCC1)C1=C(C=C(C#N)C=C1)OC(F)(F)F 4-(piperazin-1-yl)-3-(trifluoromethoxy)benzonitrile